6-bromo-4-fluoro-2-methylbenzo[d]oxazol BrC1=CC2=C(N=C(O2)C)C(=C1)F